ClC1=C(C(=CC(=C1)C(F)(F)F)Cl)N1N=CC(=C1)S(=O)C(F)(F)F 1-(2,6-dichloro-4-(trifluoromethyl)phenyl)-4-((trifluoromethyl)sulfinyl)-1h-pyrazole